C(C)N(CCCS(=O)(=O)NC(NC1=C(C=C(C=C1C1=CC(=NC=C1)OC)F)C(C)C)=O)CC 3-(diethylamino)-N-((4-fluoro-2-isopropyl-6-(2-methoxypyridin-4-yl)phenyl)carbamoyl)propane-1-sulfonamide